3-((2-(4-methoxyphenyl)quinolin-4-yl)amino)-N,N-dimethylpropionamide COC1=CC=C(C=C1)C1=NC2=CC=CC=C2C(=C1)NCCC(=O)N(C)C